C(C1=CC=CC=C1)(=O)C1=C(C=CC=C1)C(=O)N1CCCC1 (2-benzoylphenyl)(pyrrolidin-1-yl)methanone